5-(azetidin-1-yl)-3-(trifluoromethyl)-8,9-dihydropyrido[3',2':4,5]pyrrolo[1,2-a]pyrazin N1(CCC1)C=1C2=C(N3C1C=NCC3)N=CC(=C2)C(F)(F)F